2-(4-bromo-1H-pyrazol-1-yl)acetic acid BrC=1C=NN(C1)CC(=O)O